alpha-methyl-acetyl-hydrazine CCC(=O)NN